N-[4,4-difluoro-2-[[3-[3-fluoro-2-[2-(methylamino)ethoxy]phenyl]phenyl]methyl]pyrrolidin-3-yl]-1,1-difluoro-methanesulfonamide FC1(C(C(NC1)CC1=CC(=CC=C1)C1=C(C(=CC=C1)F)OCCNC)NS(=O)(=O)C(F)F)F